C1(CC1)CN1C(N(C(C=C1)=O)C1=CC=C(C=C1)F)=O 1-cyclopropylmethyl-3-(4-fluorophenyl)-2,4-dioxo-1,2,3,4-tetrahydropyrimidin